tert-butyl (1R,5S)-3-(2-{[(2R,7aS)-2-fluoro-hexahydropyrrolizin-7a-yl]methoxy}-7-chloro-8-fluoropyrido[4,3-d]pyrimidin-4-yl)-3,8-diazabicyclo[3.2.1]octane-8-carboxylate F[C@@H]1C[C@@]2(CCCN2C1)COC=1N=C(C2=C(N1)C(=C(N=C2)Cl)F)N2C[C@H]1CC[C@@H](C2)N1C(=O)OC(C)(C)C